C12COCC(N1C=1SC3=C(N1)C=CC(=C3C(=O)NC3=CC1=C(OCO1)C=C3C(NC31CC(C3)(C1)C(F)(F)F)=O)OC)C2 2-(3-Oxa-6-azabicyclo[3.1.1]heptan-6-yl)-6-methoxy-N-(6-((3-(trifluoromethyl)bicyclo[1.1.1]pentan-1-yl)carbamoyl)benzo[d][1,3]dioxol-5-yl)benzo[d]thiazole-7-carboxamide